COC1=CC=C(C=C1)N=NC=1C=NN(C1)C 4-((4-methoxyphenyl)diazenyl)-1-methyl-1H-pyrazole